(5RS)-3-Oxo-2-(4-sulfamoylbenzyl)-2,3,5,6,7,8-hexahydro[1,2,4]triazolo[4,3-a]pyridin O=C1N(N=C2N1CCCC2)CC2=CC=C(C=C2)S(N)(=O)=O